(3E)-3,13-octadecadiene CC\C=C\CCCCCCCCC=CCCCC